5-Methyl-8-(trans-3-methyl-4-(4-(tert-amyl)phenoxy)piperidin-1-yl)-6-oxo-5,6-dihydro-1,5-naphthyridine CN1C=2C=CC=NC2C(=CC1=O)N1C[C@H]([C@@H](CC1)OC1=CC=C(C=C1)C(C)(C)CC)C